4-[1-Methyl-5-[4-(trifluoromethoxy)anilino]-1,2,4-triazol-3-yl]benzaldehyd CN1N=C(N=C1NC1=CC=C(C=C1)OC(F)(F)F)C1=CC=C(C=O)C=C1